FC=1C=C(C=CC1F)C1=NOC(=N1)C(C)N 1-[3-(3,4-difluorophenyl)-1,2,4-oxadiazol-5-yl]ethanamine